[Si](C)(C)(C(C)(C)C)OCC1CC(C1)O 3-[[tert-butyl(dimethyl)silyl]oxymethyl]cyclobutanol